COC=1C=C(C=C(C1)OC)C1OC(=C(C1=O)OS(=O)(=O)C1=CC=CC=C1)N 2-(3,5-dimethoxyphenyl)-4-[[phenylsulfonyl]oxy]-5-amino-3(2H)-furanone